NC1=C(C(=NC=N1)N1C[C@@H]([C@H](CC1)C(=O)N)N1C(C(CCC1)NC1=CC(=CC(=C1)F)Cl)=O)F (3'R,4'S)-1'-(6-amino-5-fluoropyrimidin-4-yl)-3-((3-chloro-5-fluorophenyl)amino)-2-oxo-[1,3'-bipiperidine]-4'-carboxamide